2-Boc-2-azaspiro[3.5]non-6-En-7-boronic acid pinacol ester C(=O)(OC(C)(C)C)N1CC2(C1)CC=C(CC2)B2OC(C)(C)C(C)(C)O2